4-ethyl-N-(5-(2-fluoro-6-methoxyphenyl)-1H-pyrazolo[3,4-c]pyridin-3-yl)benzamide C(C)C1=CC=C(C(=O)NC2=NNC3=CN=C(C=C32)C3=C(C=CC=C3OC)F)C=C1